[Cl-].C(CCCCCCCCCCCCCCCCC)C(CC[NH+](C)C)([SiH3])CCCCCCCCCCCCCCCCCC dioctadecyl-dimethyl-silylpropyl-ammonium chloride